BrC=1C(=NC(=CC1)C)/N=C/NO (E)-N'-(3-bromo-6-methyl-pyridin-2-yl)-N-hydroxyformimidamide